OC1(CC(C1)C(=O)N1CC2(C1)CCC(CC2)(C2=C(C=CC=C2)C)OC)C ((1s,3s)-3-Hydroxy-3-methylcyclobutyl)(7-methoxy-7-(o-tolyl)-2-azaspiro[3.5]nonan-2-yl)methanone